C1(=CCCCC1)C=1C(=NN2C1N=C(C(=C2OC)C=2C=NC=CC2)NC(=O)N)C2=CC=CC=C2 1-{3-(cyclohex-1-en-1-yl)-7-methoxy-2-phenyl-6-(pyridin-3-yl)pyrazolo[1,5-a]pyrimidin-5-yl}urea